C(#N)[NH+]=S(=O)(C(F)F)C1=C2C(CCC2=C(C=C1)OC1=CC(=CC(=C1)F)C#N)=O cyano-[[7-(3-cyano-5-fluoro-phenoxy)-3-oxo-indan-4-yl]-(difluoromethyl)-oxo-λ6-sulfanylidene]ammonium